tert-butyl (3R)-3-(1-(tert-butoxy)-3-(2-(hydroxymethyl)benzofuran-4-yl)-1-oxopropane-2-yl)pyrrolidine-1-carboxylate C(C)(C)(C)OC(C(CC1=CC=CC2=C1C=C(O2)CO)[C@@H]2CN(CC2)C(=O)OC(C)(C)C)=O